6-naphthal C1=CC=CC2=CC(=CC=C12)C=O